6-(2,4-difluoro-3-methyl-phenyl)-3-methyl-1-[(3-methyl-1,2,4-oxadiazol-5-yl)methyl]imidazo[4,5-b]pyridin-2-one FC1=C(C=CC(=C1C)F)C=1C=C2C(=NC1)N(C(N2CC2=NC(=NO2)C)=O)C